N1NC(C=CC1=O)=O 1,2-Dihydropyridazin-3,6-dion